2-((3R,4S)-4-aminotetrahydro-2H-pyran-3-yl)-N-benzyl-5-chloro-3-methylthieno[3,2-b]pyridin-7-amine N[C@@H]1[C@H](COCC1)C1=C(C2=NC(=CC(=C2S1)NCC1=CC=CC=C1)Cl)C